4-(3,5-dimethoxy-4-(2-(4-(piperidin-4-yloxy)piperidin-1-yl)ethyl)phenyl)-2-methyl-2,7-naphthyridin-1(2H)-one hydrochloride Cl.COC=1C=C(C=C(C1CCN1CCC(CC1)OC1CCNCC1)OC)C1=CN(C(C2=CN=CC=C12)=O)C